C(C)(C)C1=C(C=CC=C1)[C@@H]1N(CCC1)C1CC2(C1)CCN(CC2)C2=CC=C(C(=O)N)C=C2 |o1:9| 4-(2-((R or S)-2-(2-isopropylphenyl)pyrrolidin-1-yl)-7-azaspiro[3.5]nonan-7-yl)benzamide